ClC=1C=CC(=C(C1)C1=CC(=C(N=N1)CO)NC1=CC(=NC=C1)NC(C=CN1CCN(CC1)C)=O)F N-(4-{[6-(5-chloro-2-fluorophenyl)-3-(hydroxymethyl)pyridazin-4-yl]amino}pyridin-2-yl)-3-(4-methylpiperazin-1-yl)propenamide